(R)-N-(1-(3-(cyclopropylmethoxy)-4-fluorophenyl)ethyl)-4-hydroxybutane-1-sulfonamide C1(CC1)COC=1C=C(C=CC1F)[C@@H](C)NS(=O)(=O)CCCCO